O1CCCOC12CCNCC2 1,5-dioxa-9-azaspiro[5.5]undecane